O(O)O peroxyl alcohol